N-(6-(5-chloro-6-fluoro-7-(isopropylamino)-1H-indazol-4-yl)imidazo[1,2-a]pyrazin-2-yl)cyclobutanecarboxamide ClC=1C(=C2C=NNC2=C(C1F)NC(C)C)C=1N=CC=2N(C1)C=C(N2)NC(=O)C2CCC2